C(C)(C)(C)OC(=O)N1C(C2(C1)CNC2)C2=NC=NC=C2OC2=C(C=C(C=C2)F)C2=CC(=NN2C(C)C)C(F)(F)F (5-(4-fluoro-2-(1-isopropyl-3-(trifluoromethyl)-1H-pyrazol-5-yl)phenoxy)pyrimidin-4-yl)-2,6-diazaspiro[3.3]heptane-2-carboxylic acid tert-butyl ester